N-(2-(3-(5-fluoropyridin-2-yl)-1H-pyrazol-1-yl)ethyl)-1H-indole-2-carboxamide FC=1C=CC(=NC1)C1=NN(C=C1)CCNC(=O)C=1NC2=CC=CC=C2C1